BrC1=C(C2=C(NC(=N2)C2=CC=CC=C2)C(=C1)OCCN(C)C)F 2-(5-bromo-4-fluoro-2-phenyl-1H-benzo[d]imidazol-7-yloxy)-N,N-dimethylethylamine